1-[4-({(1R)-1-[3-(difluoromethyl)-2-fluorophenyl]ethyl}amino)-2,7-dimethylpyrido[2,3-d]pyrimidin-6-yl]-1lambda5-phospholan-1-one FC(C=1C(=C(C=CC1)[C@@H](C)NC=1C2=C(N=C(N1)C)N=C(C(=C2)P2(CCCC2)=O)C)F)F